BrC(C(=O)N)(C#N)Br dibromocyanoacetamide